4-((1-(cyclopropylmethyl)-1H-pyrazol-4-yl)methyl)-1-methyl-1H-pyrazole C1(CC1)CN1N=CC(=C1)CC=1C=NN(C1)C